FC(C1=CC=C(C=N1)CN1CC=CC=C1)(F)F 1-((6-(trifluoromethyl)pyridin-3-yl)methyl)-1H-pyridin